4-{[(1-Benzoyl-3-{1-[(3-hydroxypyrrolidin-1-yl)sulfonyl]-4-methylpiperidin-3-yl}-1H-pyrazol-5-yl)(methyl)amino]methyl}benzol C(C1=CC=CC=C1)(=O)N1N=C(C=C1N(C)CC1=CC=CC=C1)C1CN(CCC1C)S(=O)(=O)N1CC(CC1)O